C(C=C)(=O)N1C(CN(CC1)C1=NC(=NC=2CC(CCC12)N1CCCC2=CC=CC=C12)NC1CCNCC1)CC#N 2-(1-acryloyl-4-(7-(3,4-dihydroquinolin-1(2H)-yl)-2-(piperidin-4-ylamino)-5,6,7,8-tetrahydroquinazolin-4-yl)piperazin-2-yl)acetonitrile